CC=1C(=NC(=CC1C=1C=NN(C1)C)N)NC1=NN(C(=C1)C)C1OCCCC1 methyl-N2-(5-methyl-1-(tetrahydro-2H-pyran-2-yl)-1H-pyrazol-3-yl)-4-(1-methyl-1H-pyrazol-4-yl)pyridine-2,6-diamine